methyl (Z)-2-azido-3-(2-bromo-4-fluorophenyl)acrylate N(=[N+]=[N-])\C(\C(=O)OC)=C/C1=C(C=C(C=C1)F)Br